3-dodecylheptamethyltrisiloxane C(CCCCCCCCCCC)[Si](O[Si](C)(C)C)(O[Si](C)(C)C)C